(3,4-dichlorophenyl)magnesium bromide ClC=1C=C(C=CC1Cl)[Mg]Br